2-chloro-5-((6-((3-methyloxetan-3-yl)methoxy)isoquinolin-1-yl)amino)nicotinic acid ClC1=C(C(=O)O)C=C(C=N1)NC1=NC=CC2=CC(=CC=C12)OCC1(COC1)C